2-(2-hydroxy-3-tert-butyl-5-methylphenyl)-5-chlorobenzotriazole OC1=C(C=C(C=C1C(C)(C)C)C)N1N=C2C(=N1)C=CC(=C2)Cl